NCC=CC(CN)C 1,5-diamino-4-methyl-2-pentene